R-(+)-2-(4-iodophenoxy)propionic acid IC1=CC=C(O[C@@H](C(=O)O)C)C=C1